[Br-].C(=O)C1=C(C=C(OCC[N+](C)(C)C)C=C1)O 2-(4-formyl-3-hydroxyphenoxy)-N,N,N-trimethylethan-1-aminium bromide